C(C)OC(C(C(=NO)C1CC1)=NO)=O 3-cyclopropyl-2,3-bis(hydroxyimino)propionic acid ethyl ester